BrC=1C(=NC(=NC1)C#N)NC=1C=NC(=CC1)N1CCOCC1 5-bromo-4-((6-morpholinopyridin-3-yl)amino)pyrimidine-2-carbonitrile